C[C@@H]1O[C@@H](CN(C1)C=1C=CC(=NC1)C=1C=NC(=CC1NC1=NC(=CC2=C1OCCO2)S(=O)(=O)C)NC(C)=O)C N-(5-(Cis-2,6-dimethylmorpholino)-4'-((7-(methylsulfonyl)-2,3-dihydro-[1,4]dioxino[2,3-c]pyridin-5-yl)amino)-[2,3'-bipyridin]-6'-yl)acetamide